BrC=1C=NN2C1C(=NC(=C2)Cl)Cl 3-Bromo-4,6-dichloro-pyrazolo[1,5-a]pyrazine